4-((3-chloro-4-fluorophenyl)amino)-6-acetylamino-1H-indole-2-carboxylic acid ClC=1C=C(C=CC1F)NC1=C2C=C(NC2=CC(=C1)NC(C)=O)C(=O)O